Trans-1,1,1,4,4,4-hexafluorobut-2-ene FC(\C=C\C(F)(F)F)(F)F